6-((3,4-Dihydroisoquinolin-2(1H)-yl)methyl)-N4-p-tolylpyrimidine-2,4-diamine C1N(CCC2=CC=CC=C12)CC1=CC(=NC(=N1)N)NC1=CC=C(C=C1)C